ClC1=NC=CC(=C1)C1=NC2=C(N1C(C(=O)NC1CCCCC1)C1CCCCC1)C=CC=C2 2-[2-(2-chloro-pyridin-4-yl)-benzimidazol-1-yl]-2,N-dicyclohexyl-acetamide